(S)-2-(5-chloro-2-methoxypyridin-4-yl)propionic acid ClC=1C(=CC(=NC1)OC)[C@@H](C(=O)O)C